dodec-2-yne CC#CCCCCCCCCC